(S)-(2-amino-1-(3-hydroxy-2,6-dimethylphenyl)-1H-pyrrolo[2,3-b]pyridin-3-yl)(1H-benzo[d]imidazol-2-yl)methanone NC1=C(C=2C(=NC=CC2)N1C1=C(C(=CC=C1C)O)C)C(=O)C1=NC2=C(N1)C=CC=C2